COC1=CC=C(C=N1)CN1C(=NC=2C1=NC=CC2)C=2C(=NON2)N 4-[3-[(6-methoxypyridin-3-yl)methyl]imidazo[4,5-b]pyridin-2-yl]-1,2,5-oxadiazol-3-amine